5-amino-8-(2,6-dimethyl-1-oxidopyridin-1-ium-4-yl)-2-isobutyl-7-phenyl-[1,2,4]triazolo[4,3-c]pyrimidin-3-one NC1=NC(=C(C=2N1C(N(N2)CC(C)C)=O)C2=CC(=[N+](C(=C2)C)[O-])C)C2=CC=CC=C2